OC[C@H](CC)NC1=NC=CC(=C1)N1C=NC(=C1)C(=O)OC methyl (S)-1-(2-((1-hydroxybutan-2-yl) amino) pyridin-4-yl)-1H-imidazole-4-carboxylate